FC=1C(=NC=CC1)CNC(=O)C=1N=C(SC1)C1[C@H]2CN(C[C@@H]12)C(=O)OC(C)(C)C Tert-butyl (1R,5S,6S)-6-(4-{[(3-fluoropyridin-2-yl)methyl]carbamoyl}-1,3-thiazol-2-yl)-3-azabicyclo[3.1.0]hexane-3-carboxylate